C(C)(C)(C)OC(NCC1=NNC(C2=C(C=C(C=C12)C=1C=NN(C1C1=C(C2=CC=CC=C2C=C1F)C#N)C)C#N)=O)=O (M)-tert-butyl((5-cyano-7-(5-(1-cyano-3-fluoronaphthalen-2-yl)-1-methyl-1H-pyrazol-4-yl)-4-oxo-3,4-dihydrophthalazine-1-yl)methyl)carbamate